O-methyl N-((4-bromo-3,5-difluoropyridin-2-yl)carbamothioyl)carbamate BrC1=C(C(=NC=C1F)NC(=S)NC(OC)=O)F